(6-methoxyimidazo[1,5-a]pyridin-7-yl)boronic acid COC=1C(=CC=2N(C1)C=NC2)B(O)O